ClC1=C(C(=CC=C1)N1CCN(CC1)C(C)C)NC(=O)N1CCC(CC1)(C1=CN=C(O1)C)C N-{2-chloro-6-[4-(propan-2-yl)piperazin-1-yl]phenyl}-4-methyl-4-(2-methyl-1,3-oxazol-5-yl)piperidine-1-Carboxamide